CCCCC/C=C\\C/C=C\\C/C=C\\CCCCCCCCC(=O)OC[C@H](COP(=O)(O)OC1[C@@H]([C@H](C([C@H]([C@H]1O)O)O)O)O)OC(=O)CCCCCCC/C=C\\C/C=C\\CCC The molecule is a 1-phosphatidyl-1D-myo-inositol in which the phosphatidyl acyl groups at positions 1 and 2 are specified as (10Z,13Z,16Z)-docosatrienoyl and (9Z,12Z)-hexadecadienoyl respectively. It has a role as a human metabolite. It derives from a (10Z,13Z,16Z)-docosatrienoic acid and a (9Z,12Z)-hexadecadienoic acid.